The molecule is an amino dicarboxylic acid. It derives from a LL-2,6-diaminopimelic acid. It is a conjugate acid of a N-acetyl-LL-2,6-diaminopimelate(1-) and a N-acetyl-LL-2,6-diaminopimelate(2-). CC(=O)N[C@@H](CCC[C@@H](C(=O)O)N)C(=O)O